3-ethyl-2-hydroxypyrazolo[1,5-a]pyridine-6-carbonitrile C(C)C=1C(=NN2C1C=CC(=C2)C#N)O